3-Chloro-1,4,7-trimethyl-1,5,6,7-tetrahydro-2H-pyrrolo[3,4-b]pyridin-2-one Hydrochloride Cl.ClC1=C(C2=C(N(C1=O)C)C(NC2)C)C